(E)-2-(3-methoxyprop-1-en-1-yl)-4,4,5,5-tetramethyl-1,3,2-dioxaborolan COC/C=C/B1OC(C(O1)(C)C)(C)C